Ethyl 3-(3-hydroxy-4-methoxyphenyl)-2-phenylpropanoate OC=1C=C(C=CC1OC)CC(C(=O)OCC)C1=CC=CC=C1